2'-((3-(((3S,4S)-4-fluorotetrahydrofuran-3-yl)oxy)-1H-pyrazol-4-yl)amino)-7'-((1R,3R)-3-hydroxycyclohexyl)spiro[cyclopropane-1,5'-pyrrolo[2,3-d]pyrimidin]-6'(7'H)-one F[C@@H]1[C@H](COC1)OC1=NNC=C1NC=1N=CC2=C(N1)N(C(C21CC1)=O)[C@H]1C[C@@H](CCC1)O